[Ce+3].[O-2].[Ce+3].[O-2].[O-2] cerium oxide, cerium salt